C(C)[C@]1(C(NC(N1)=O)=O)C1=CC=C(C=C1)C(=O)N1CCN(CC1)C=1N=NC(=C(C1C)C)C (R)-5-ethyl-5-{4-[4-(4,5,6-trimethylpyridazin-3-yl)piperazine-1-carbonyl]phenyl}imidazolidine-2,4-dione